N-ethyl-5-fluoro-N-isopropyl-2-((4-(7-((1-methyl-2-oxo-2,3-dihydro-1H-benzo[d]imidazol-5-yl)methyl)-2,7-diazaspiro[4.4]nonan-2-yl)pyrimidin-5-yl)oxy)benzamide C(C)N(C(C1=C(C=CC(=C1)F)OC=1C(=NC=NC1)N1CC2(CC1)CN(CC2)CC2=CC1=C(N(C(N1)=O)C)C=C2)=O)C(C)C